C(CCCCCCCCC(=O)O)(=O)O.C(CCC)(=O)C=1C=C2C(=CNC2=CC1)C=1CCN(CC1)CC(C)C 5-butanoyl-3-(1-isobutyl-1,2,3,6-tetrahydropyridin-4-yl)-1H-indole sebacate